(R)-N-[(5S)-1'-(7-bromo-6-methyl-pyrazolo[1,5-a]pyrazin-4-yl)-3-chloro-spiro[5,7-dihydrocyclopenta[b]pyridin-6,4'-piperidin]-5-yl]-2-methyl-propane-2-sulfinamide BrC1=C(N=C(C=2N1N=CC2)N2CCC1(CC2)[C@@H](C=2C(=NC=C(C2)Cl)C1)N[S@](=O)C(C)(C)C)C